C(C)(=O)N[C@@H](C)C(=O)O (acetyl)-alanine